ON1N=NC2=C1C=CC=C2 N-hydroxybenzotriazole